p-toluenesulfonate sodium [Na+].CC1=CC=C(C=C1)S(=O)(=O)[O-]